O1CNC=C1 2,3-dihydro-1,3-oxazol